NC1=C(C(N(C2=CC(=CC=C12)Br)C1=CC=C(C=C1)C(C)O)=O)C(=O)OC([2H])([2H])[2H] methyl-d3 4-amino-7-bromo-1-(4-(1-hydroxyethyl)phenyl)-2-oxo-1,2-dihydroquinoline-3-carboxylate